indol-5-amine N1C=CC2=CC(=CC=C12)N